1-(4-Fluorophenyl)-6-methyl-5-(pyrazin-2-yl)-1H-indazole FC1=CC=C(C=C1)N1N=CC2=CC(=C(C=C12)C)C1=NC=CN=C1